C1(=CC=CC=C1)CCCOC1=CC=C(C=C1)C1(CCOCC1)C(=O)O 4-[4-(3-phenylpropoxy)phenyl]tetrahydropyran-4-carboxylic acid